7-fluoro-3-((S)-4-methyl-2-oxothiazolin-3-yl)benzo[d]isoxazole-5-carbaldehyde FC1=CC(=CC=2C(=NOC21)N2C(SC=C2C)=O)C=O